C1CCC2=C(C=3CCCC3C=C12)NC(=O)NS(=O)(=NC(C1=CC=CC=C1)(C1=CC=CC=C1)C1=CC=CC=C1)C=1C=NN2C1OCCC(C2)N(C(OC(C)(C)C)=O)C tert-butyl (3-(N-((1,2,3,5,6,7-hexahydro-s-indacen-4-yl)carbamoyl)-N'-tritylsulfamimidoyl)-5,6,7,8-tetrahydropyrazolo[5,1-b][1,3]oxazepin-7-yl)(methyl)carbamate